1-((5-(1-(2,6-dichlorophenyl)azetidin-3-yl)-3-methylpyridin-2-yl)methyl)piperidine-4-carboxylic acid ClC1=C(C(=CC=C1)Cl)N1CC(C1)C=1C=C(C(=NC1)CN1CCC(CC1)C(=O)O)C